1-vinyl-3(E)-ethylidenepyrrolidone C(=C)N1C(/C(/CC1)=C/C)=O